F[C@H]1[C@@](COC1)(C)N1CCN(CC1)C=1C=C2C=C(N=CC2=CC1C)NC(=O)[C@@H]1[C@H](C1)C1=NC=CC=C1 (1S,2S)-N-[6-[4-((3S,4S)-4-fluoro-3-methyl-tetrahydrofuran-3-yl)piperazin-1-yl]-7-methyl-3-isoquinolyl]-2-(2-pyridyl)cyclopropanecarboxamide